Cl.F[C@H]1CN(CC1)C1=CC=C(C=N1)C=1C=C2N(N1)C(N(C2)C2=CN=C(S2)C)=O (R)-2-(6-(3-fluoropyrrolidin-1-yl)pyridin-3-yl)-5-(2-methylthiazol-5-yl)-4,5-dihydro-6H-imidazo[1,5-b]pyrazol-6-one hydrogen chloride salt